BrC1=CC=C(CN2C=NC=C2CN2CC(N(CC2CCCCC)C2=CC(=CC=C2)OC(F)(F)F)=O)C=C1 4-((1-(4-Bromobenzyl)-1H-imidazol-5-yl)methyl)-5-pentyl-1-(3-(trifluoromethoxy)phenyl)piperazin-2-one